C(CCC)N1CN(C=2N(C(N(C)C(C12)=O)=O)C)C 7-butyl-9-methyl-theophylline